N-(cis-1-isobutyryl-2-((2-phenyl-1,3-thiazol-4-yl)methyl)pyrrolidin-3-yl)cyclopropanesulfonamide C(C(C)C)(=O)N1[C@H]([C@H](CC1)NS(=O)(=O)C1CC1)CC=1N=C(SC1)C1=CC=CC=C1